3-(6-bromo-7-fluoro-benzofuran-3-yl)piperidine-2,6-dione BrC1=C(C2=C(C(=CO2)C2C(NC(CC2)=O)=O)C=C1)F